[Pd].C1=CC=CC=2C3=CC=CC=C3C3=CC=CC=C3C12.C1=CC=CC=2C3=CC=CC=C3C3=CC=CC=C3C12.C1=CC=CC=2C3=CC=CC=C3C3=CC=CC=C3C12.C1=CC=CC=2C3=CC=CC=C3C3=CC=CC=C3C12 tetratriphenylene Palladium